2,3,4,5,6,7-hexahydro-6,11b-(epiminoethano)naphtho[1,2-d]azepine-5a,10(1H)-diol C1CNCCC2(C13C1=CC(=CC=C1CC2NCC3)O)O